C(C)(C)C1=C(C=CC=C1)N1CSCCC1 3-(2-isopropylphenyl)-1,3-thiazinan